C1=CC=CC=2C3=CC=CC=C3C(C12)COC(=O)N[C@H](C(=O)O)CC1=CC=C(C=C1)C=1C=NN(C1)C(=O)OC(C)(C)C (S)-2-((((9H-fluoren-9-yl)methoxy)carbonyl)amino)-3-(4-(1-(tert-butoxycarbonyl)-1H-pyrazol-4-yl)phenyl)propanoic acid